O=C1N(C(C2=CC=CC=C12)=O)C1=C(C=C(C=C1)S(=O)(=O)N[C@H](C)C1CCNCC1)C (R)-4-(1,3-dioxoisoindolin-2-yl)-3-methyl-N-(1-(piperidin-4-yl)ethyl)benzenesulfonamide